CC=1C=C2C(=CC(=NC2=CC1)C(F)(F)F)N[C@@H]1C[C@@H](CCC1)NC(C1=CC(=CC=C1)NC)=O N-[(1R,3S)-3-{[6-methyl-2-(trifluoromethyl)quinolin-4-yl]amino}cyclohexyl]-3-(methylamino)benzamide